amino-5-bromo-3-fluorobenzaldehyde NC1=C(C=O)C=C(C=C1F)Br